ClC=1C=C2C(=CNC2=CC1)/C(/C#N)=C/C=1C=NC=CC1N(C)C (Z)-2-(5-chloro-1H-indol-3-yl)-3-(4-(dimethylamino)pyridin-3-yl)acrylonitrile